CC(C(=O)O)(C)NS(=O)(=O)C1=C(C=CC=C1)[N+](=O)[O-] 2-methyl-2-[(2-nitrophenyl)sulfonylamino]propanoic acid